2-(4-((4-(4-Trifluoromethylphenyl)-5-oxo-4,5-dihydro-1H-1,2,4-triazol-1-yl)methyl)phenoxy)-2-methylpropionic acid FC(C1=CC=C(C=C1)N1C=NN(C1=O)CC1=CC=C(OC(C(=O)O)(C)C)C=C1)(F)F